methyl 10,11-dihydro-5H-dibenzo[b,f]azepine-4-carboxylate C1=CC=C(C=2NC3=C(CCC21)C=CC=C3)C(=O)OC